(S)-2-((4-(3-((4-cyano-2-fluorobenzyl)oxy)-1H-pyrazol-1-yl)piperidin-1-yl)methyl)-1-((tetrahydrofuran-2-yl)methyl)-1H-benzo[d]imidazole-6-carboxylic acid C(#N)C1=CC(=C(COC2=NN(C=C2)C2CCN(CC2)CC2=NC3=C(N2C[C@H]2OCCC2)C=C(C=C3)C(=O)O)C=C1)F